(E)-N-(4-bromophenyl)-4-((2-isonicotinoyl-hydrazono)methyl)benzamide BrC1=CC=C(C=C1)NC(C1=CC=C(C=C1)/C=N/NC(C1=CC=NC=C1)=O)=O